6-benzyl-3-(4-methylbenzyl)-2,3,4,6-tetrahydropyrido[3,4-c][1,8]naphthyridin-5(1H)-one C(C1=CC=CC=C1)N1C(C2=C(C=3C=CC=NC13)CCN(C2)CC2=CC=C(C=C2)C)=O